N-(3-chloro-phenyl)-benzenesulfonamide ClC=1C=C(C=CC1)NS(=O)(=O)C1=CC=CC=C1